COC1=C(C=C(C=C1)/C=C/C(=O)OCC)OC(=O)OC ethyl (2E)-3-[4-methoxy-3-[(methoxycarbonyl)oxy]phenyl]prop-2-enoate